ClC1=NC=CC(=C1)C1=CC=C2CC(NC2=C1)=O 6-(2-chloropyridin-4-yl)indolin-2-one